(6aR,12bS)-(+)-4-bromo-10-methoxy-11-hydroxy-5,6,6a,7,8,12b-hexahydrobenzo[a]phenanthridine BrC=1C=2CN[C@@H]3CCC4=C([C@H]3C2C=CC1)C=C(C(=C4)OC)O